3-(((1-(3-Fluoro-2-(fluoromethyl)propyl)azetidin-3-yl)carbamoyl)oxy)-2-(oleoyl-oxy)propyl (9Z,12Z)-octadeca-9,12-dienoate C(CCCCCCC\C=C/C\C=C/CCCCC)(=O)OCC(COC(NC1CN(C1)CC(CF)CF)=O)OC(CCCCCCC\C=C/CCCCCCCC)=O